tert-butyl (S)-5-chloro-8-((5-(difluoromethyl)-1-methyl-1H-1,2,3-triazol-4-yl) methoxy)-1-(((R)-2-methyl-5-oxopyrrolidin-1-yl) methyl)-3,4-dihydroisoquinoline-2(1H)-carboxylate ClC1=C2CCN([C@@H](C2=C(C=C1)OCC=1N=NN(C1C(F)F)C)CN1[C@@H](CCC1=O)C)C(=O)OC(C)(C)C